C(C)(C)(C)OC(NC1(CCN(CC1)C1=NC(=C2C(=N1)NN=C2C2=C(C(=CC=C2)Cl)Cl)C#N)CC)=O (1-(3-(2,3-Dichlorophenyl)-4-cyano-1H-pyrazolo[3,4-d]pyrimidin-6-yl)-4-ethylpiperidin-4-yl)carbamic acid tert-butyl ester